[N+](=O)([O-])C1=C(COC(=O)C(CCCCCN)(N)C(=O)OCC2=C(C=CC=C2)[N+](=O)[O-])C=CC=C1 bis{(2-nitrobenzyloxy)carbonyl}hexane-1,6-diamine